(cyclohexylmethyl)-8-(hydroxymethyl)-4-oxo-chromene-2-carboxamide C1(CCCCC1)CC1=C(OC2=C(C=CC=C2C1=O)CO)C(=O)N